4-decylthiophene C(CCCCCCCCC)C=1C=CSC1